1-(6-difluoromethyl-2-pyridyl)-8-chloro-6-fluoro-1,4-dihydro-7-piperazinyl-4-oxo-3-quinolinecarboxylic acid FC(C1=CC=CC(=N1)N1C=C(C(C2=CC(=C(C(=C12)Cl)N1CCNCC1)F)=O)C(=O)O)F